1-(2-Hydroxy-6-(5-(p-tolyl)-1H-imidazol-2-yl)piperidin-1-yl)-2-methylbutan-1-one OC1N(C(CCC1)C=1NC(=CN1)C1=CC=C(C=C1)C)C(C(CC)C)=O